ClC=1N=NC(=CC1C(=O)NC1CC1)OC[C@H](C)NS(=O)(=O)C(F)(F)F 3-chloro-N-cyclopropyl-6-[(2S)-2-(trifluoromethylsulfonylamino)propoxy]pyridazine-4-carboxamide